O=C1[C@@H](NC(CN1)=O)CCC(=O)O[C@H]1[C@H](NC[C@@H]1O)CC1=CC=C(C=C1)OC (2R,3S,4S)-4-hydroxy-2-[(4-methoxyphenyl)methyl]pyrrolidine-3-yl 3-[(2S)-3,6-dioxopiperazin-2-yl]propanoate